4-n-amyl-benzoic acid (4'-butoxyphenyl) ester C(CCC)OC1=CC=C(C=C1)OC(C1=CC=C(C=C1)CCCCC)=O